C=1N=CN2C1C(OCC2)C=2C=C(C(C#N)=CC2)C#N 4-(5,6-dihydro-8H-imidazo[5,1-c][1,4]oxazin-8-yl)phthalonitrile